(S)-1-(4-chloro-2-fluorobenzyl)-2-oxopyrrolidin-3-yl methanesulfonate CS(=O)(=O)O[C@@H]1C(N(CC1)CC1=C(C=C(C=C1)Cl)F)=O